1-(4-bromo-2,3-difluorophenyl)-N,N-dimethylpyrrolidin-3-amine BrC1=C(C(=C(C=C1)N1CC(CC1)N(C)C)F)F